6-hydrazineyl-2-methyl-3-(methylsulfonyl)pyridine N(N)C1=CC=C(C(=N1)C)S(=O)(=O)C